ClC1=CC(=C(COC2=NC=C(C(=N2)N2CCN(CC2)CC2=NC3=C(N2C[C@H]2OCC2)C=C(C=C3)C(=O)O)F)C=C1)F (S)-2-((4-(2-(4-chloro-2-fluorobenzyloxy)-5-fluoropyrimidin-4-yl)piperazin-1-yl)methyl)-1-(oxetan-2-ylmethyl)-1H-benzo[d]imidazole-6-carboxylic acid